N-(4-chloro-6-methoxypyrimidin-2-yl)-7-fluoroquinazolin-4-amine ClC1=NC(=NC(=C1)OC)NC1=NC=NC2=CC(=CC=C12)F